N-(2,5-difluoro-3-methyl-6-(1H-pyrazol-1-yl)phenyl)-1-methylcyclopropane-1-carboxamide FC1=C(C(=C(C=C1C)F)N1N=CC=C1)NC(=O)C1(CC1)C